methyl 2-[4-[4-[trans-(4-aminocyclohexyl)amino]-3-[N'-(2-chloro-5-fluoro-phenyl)carbamimidoyl]pyrrolo[1,2-b]pyridazin-6-yl]-2-methoxy-5-methyl-phenoxy]acetate N[C@@H]1CC[C@H](CC1)NC=1C=2N(N=CC1C(N)=NC1=C(C=CC(=C1)F)Cl)C=C(C2)C2=CC(=C(OCC(=O)OC)C=C2C)OC